ClC1=CC(=C(S1)C1=CC=C(C(=N1)C)O[C@@H]1C[C@H](CCC1)C(=O)O)CNC(=O)O[C@H](C)CCC (1S,3S)-3-((6-(5-chloro-3-((((((R)-pentan-2-yl)oxy)carbonyl)amino)methyl)thiophene-2-yl)-2-methylpyridin-3-yl)oxy)cyclohexane-1-carboxylic acid